1-(6-Fluoro-2-methyl-1,3-benzothiazol-5-yl)ethanone FC1=CC2=C(N=C(S2)C)C=C1C(C)=O